allyl 8-(5-((3,4-dichlorophenyl)difluoromethyl)-1,3,4-oxadiazol-2-yl)-2-((R)-2,2-difluorocyclopropane-1-carbonyl)-2,6-diazaspiro[3.4]octane-6-carboxylate ClC=1C=C(C=CC1Cl)C(C1=NN=C(O1)C1CN(CC12CN(C2)C(=O)[C@@H]2C(C2)(F)F)C(=O)OCC=C)(F)F